Cl.NC1=CC(=NC(=C1)NC1=CC(=CC=C1)OC)C(=O)NC1=CC=CC=C1 4-Amino-6-((3-methoxyphenyl)amino)-N-phenylpyridineamide hydrochloride